2'-trifluoromethyl-3,5-dinitrobiphenyl FC(C1=C(C=CC=C1)C1=CC(=CC(=C1)[N+](=O)[O-])[N+](=O)[O-])(F)F